N-[4-ethylsulfanyl-2-(6-fluoro-3,4-dihydro-1H-isoquinolin-2-yl)-6-methyl-pyrimidin-5-yl]-3,3-Dimethyl-butanamide C(C)SC1=NC(=NC(=C1NC(CC(C)(C)C)=O)C)N1CC2=CC=C(C=C2CC1)F